4-methyl-6-allyl-8-(2-methylbenzofuran-5-yl)-2H-benzo[b][1,4]oxazine-2,3(4H)-dione CN1C2=C(OC(C1=O)=O)C(=CC(=C2)CC=C)C=2C=CC1=C(C=C(O1)C)C2